C(CCCCC)(=S)OC1=NC(=NC(=N1)Cl)SCCCCCCCCCC (4-chloro-6-(decylthio)-1,3,5-triazin-2-yl) thiohexanoate